FC1(CC(C1)NC1=NC(=NC(=N1)NC(C)C)C1=C(C(CCC1)=O)F)F 3-(4-((3,3-difluorocyclobutyl)amino)-6-(isopropylamino)-1,3,5-triazin-2-yl)-2-fluorocyclohex-2-en-1-one